4-bromo-6-fluoro-N,N-dimethyl-5-(methylthio)-1H-indazol-7-amine BrC1=C2C=NNC2=C(C(=C1SC)F)N(C)C